FC(C=1C=C(C=C(C1)C(F)(F)F)/C=C/C=O)(F)F (E)-3-(3,5-bis(trifluoromethyl)phenyl)acrylaldehyde